dimethyl 2-chloro-3-oxosuccinate ClC(C(=O)OC)C(C(=O)OC)=O